C(C=C)[C@H]1N(CCC1)C1=C(C=C(C(=N1)C(=O)O)NC(=O)OC(C)(C)C)C(F)(F)F 6-[(2S)-2-allyl-pyrrolidin-1-yl]-3-(tert-butoxycarbonylamino)-5-(trifluoromethyl)pyridine-2-carboxylic acid